ClC1=C(C(=O)N2COC3=C(C2)C=CC=C3C3=CC(=C(C(=O)O)C=C3)N3C2COCC3CC2)C(=CC(=C1)N1CC(C1)(OC)OC)Cl 4-[3-[2,6-Dichloro-4-(3,3-dimethoxyazetidin-1-yl)benzoyl]-2,4-dihydro-1,3-benzoxazin-8-yl]-2-(3-oxa-8-azabicyclo[3.2.1]oct-8-yl)benzoic acid